C(=O)(O)CN1CCN(CCN(CC1)CC(=O)O)C(C(=O)O)CCC(=O)O 2-(4,7-bis(carboxymethyl)-1,4,7-triazonan-1-yl)pentanedioic acid